ClC1=C(C(=C(C(=C1F)Cl)F)Cl)F 1,3,5-Trichloro-2,4,6-trifluorobenzene